8-Cyclopentyl-2-[5-(3,3-dimethyl-piperazin-1-yl)-pyridin-2-ylamino]-6-ethyl-8H-pyrido[2,3-d]pyrimidin-7-one C1(CCCC1)N1C(C(=CC2=C1N=C(N=C2)NC2=NC=C(C=C2)N2CC(NCC2)(C)C)CC)=O